ClCC=CC=C 1-chloro-2,4-pentadiene